2-[6-bromo-4-(difluoromethyl)-1-oxo-3,4-dihydroisoquinolin-2-yl]-N-(5-fluoropyrimidin-2-yl)acetamide BrC=1C=C2C(CN(C(C2=CC1)=O)CC(=O)NC1=NC=C(C=N1)F)C(F)F